CNCC1COC1 methyl(oxetan-3-ylmethyl)amine